N1N=NC(=C1)COCC1CC(N(CC1)C(=O)C=1C=NC(=NC1)NC1CC2=CC=CC=C2C1)C (4-(((1H-1,2,3-triazol-4-yl)methoxy)methyl)-2-methylpiperidin-1-yl)(2-((2,3-dihydro-1H-inden-2-yl)amino)pyrimidin-5-yl)methanone